diazido-mannose N(=[N+]=[N-])C([C@H]([C@H]([C@@H]([C@@H](C=O)O)O)O)O)(O)N=[N+]=[N-]